CC1(OB(OC1(C)C)/C=C/CO)C (E)-3-(4,4,5,5-tetramethyl-1,3,2-dioxaborolan-2-yl)prop-2-en-1-ol